O=CCOCCOCCOCCNC(OC(C)(C)C)=O tert-butyl N-[2-[2-[2-(2-oxoethoxy)ethoxy]ethoxy]ethyl]carbamate